N,2-dimethyl-3-oxo-2,3-dihydro-[1,2,4]triazolo[4,3-b]pyridazine-6-sulfonamide CNS(=O)(=O)C=1C=CC=2N(N1)C(N(N2)C)=O